C(C1=CC=CC=C1)N(C(O)=O)C1=CC(=NN1C(C)(C)C)[C@H]1OC[C@H](C1)O.FC1=C(C(=O)NC=2OC(=NN2)C=2SC=CC2)C=CC(=C1)OC 2-fluoro-4-methoxy-N-(5-(thiophen-2-yl)-1,3,4-oxadiazol-2-yl)benzamide benzyl-(1-(tert-butyl)-3-((2S,4S)-4-hydroxytetrahydrofuran-2-yl)-1H-pyrazol-5-yl)carbamate